C(C)(C)(C)OC(=O)N1CC(C1)(O)C1=C(C=C(C(=C1)OC)CC(C)C)OCC1=CC=CC=C1 tert-Butyl-3-(2-(benzyloxy)-4-isobutyl-5-methoxyphenyl)-3-hydroxyazetidine-1-carboxylate